(2S,3R)-3-cyclopropyl-3-(3-((5-((diisopropylamino)methyl)-2-fluoro-4-(2-methoxypyridin-4-yl)phenoxy)carbonyl)phenyl)-2-methylpropanoic acid C1(CC1)[C@H]([C@@H](C(=O)O)C)C1=CC(=CC=C1)C(=O)OC1=C(C=C(C(=C1)CN(C(C)C)C(C)C)C1=CC(=NC=C1)OC)F